C1(CC1)C=1SC=2CN(CCC2N1)C1=NC=C(C#N)C=C1C 6-(2-cyclopropyl-6,7-dihydrothiazolo[5,4-c]pyridin-5(4H)-yl)-5-methylnicotinonitrile